1,1-bis(2-tert-butyl-4-hydroxy-5-methylphenyl)isobutane C(C)(C)(C)C1=C(C=C(C(=C1)O)C)C(C(C)C)C1=C(C=C(C(=C1)C)O)C(C)(C)C